2-Bromo-4-(tert-butyl)dibenzo[b,d]furan-1-amine BrC1=C(C2=C(OC3=C2C=CC=C3)C(=C1)C(C)(C)C)N